p-acetylphenyl-diazonium tetrafluoroborate F[B-](F)(F)F.C(C)(=O)C1=CC=C(C=C1)[N+]#N